NC(CC(=O)O)C(NC(COC(C(C)C)=O)C(C)C)=O 3-Amino-3-({3-methyl-1-[(2-methylpropanoyl)oxy]butan-2-yl}carbamoyl)propanoic acid